(R)-N-(4-(trifluoromethoxy)phenyl)-2-(cyclopropanecarboxamido)-6-(3-hydroxypyrrolidin-1-yl)-5-(1H-pyrazol-5-yl)nicotinamide FC(OC1=CC=C(C=C1)NC(C1=C(N=C(C(=C1)C1=CC=NN1)N1C[C@@H](CC1)O)NC(=O)C1CC1)=O)(F)F